ClC1=CC2=C(N=N1)N(C=C2)CC2COCCC2 3-chloro-7-[(oxan-3-yl)methyl]-7H-pyrrolo[2,3-c]pyridazine